2-bromoethane potassium [K].BrCC